FC1(CN(CC1)C1=NC=CC(=C1NC(=O)C=1C=NC(=NC1)N1CC(C1)NC(OC(C)(C)C)=O)C1=C(C=CC=C1)F)F tert-butyl (1-(5-((2-(3,3-difluoropyrrolidin-1-yl)-4-(2-fluorophenyl)pyridin-3-yl)carbamoyl) pyrimidin-2-yl)azetidin-3-yl)carbamate